N-(cyclobutylmethyl)-1-[2-[[4-(6-morpholino-1H-indazol-4-yl)triazol-1-yl]methyl]imidazo[1,2-a]pyridin-6-yl]methanamine C1(CCC1)CNCC=1C=CC=2N(C1)C=C(N2)CN2N=NC(=C2)C2=C1C=NNC1=CC(=C2)N2CCOCC2